4-(2-hydroxyethyl)-1-piperazinepropanesulfonic acid (S)-7-methyl-6-oxooctahydro-2H-pyrazino[1,2-a]pyrazine-2-carboxylate C[C@@H]1NCC2N(CCN(C2)C(=O)O)C1=O.OCCN1CCN(CC1)CCCS(=O)(=O)O